FC1=C(C=C(C(=C1O)O)OC)C1=NC2=C(N1C1(COC1)C)C=CC(=C2)N2C(CC2)=O 1-(2-(2-fluoro-3,4-dihydroxy-5-methoxyphenyl)-1-(3-methyloxetan-3-yl)-1H-benzo[d]imidazol-5-yl)azetidin-2-one